C(C=C)(=O)NCCOC1=CC=C2C(=CC(OC2=C1)=O)C 7-((2-acrylamido)ethoxy)-4-methylcoumarin